N1CC2(C3=CC=CC=C13)CCC(CC2)O 1',2'-dihydrospiro[cyclohexane-1,3'-indol]-4-ol